C(C)(C)(C)OC(=O)N1C(C2(CCOC(N2)=O)CCC1)CC=1C=C(C=CC1)C1=CC=CC=C1 7-({[1,1'-Biphenyl]-3-yl}methyl)-2-oxo-3-oxa-1,8-diazaspiro[5.5]undecane-8-carboxylic acid tert-butyl ester